tert-butyl 2-[[(1R)-1-(3-iodo-6-methyl-4-oxo-2-phenyl-chromen-8-yl)ethyl]amino]benzoate IC1=C(OC2=C(C=C(C=C2C1=O)C)[C@@H](C)NC1=C(C(=O)OC(C)(C)C)C=CC=C1)C1=CC=CC=C1